CC(=C(CCC=O)C)CCCCC DIMETHYLDEC-4-ENAL